(5'S,7a'R)-5'-(3,5-difluorophenyl)-1-(pyrimidine-5-carbonyl)tetrahydro-3'H-spiro[piperidine-4,2'-pyrrolo[2,1-b][1,3]-oxazol]-3'-one FC=1C=C(C=C(C1)F)[C@@H]1CC[C@H]2OC3(C(N21)=O)CCN(CC3)C(=O)C=3C=NC=NC3